N-(2-((2-(dimethylamino)ethyl)(methyl)amino)-5-((5-fluoro-4-(1-methyl-1H-indol-3-yl)pyrimidin-2-yl)amino)phenyl)acetamide CN(CCN(C1=C(C=C(C=C1)NC1=NC=C(C(=N1)C1=CN(C2=CC=CC=C12)C)F)NC(C)=O)C)C